FC1([C@@H](CC(CC1)(C)C)[C@@H](C(=O)NC1=CC=C(C=C1)C=1C(=NNC1C)C)NC(=O)C=1N(N=CC1)CCCO)F N-[(1S)-1-[(1S)-2,2-difluoro-5,5-dimethyl-cyclohexyl]-2-[4-(3,5-dimethyl-1H-pyrazol-4-yl)anilino]-2-oxo-ethyl]-2-(3-hydroxypropyl)pyrazole-3-carboxamide